(S)-2-(3,4-difluoro-5-isopropyl-2-methoxyphenyl)-2-((R)-3-(methyl(5-(5,6,7,8-tetrahydro-1,8-naphthyridin-2-yl)pentyl)amino)pyrrolidin-1-yl)acetic acid FC=1C(=C(C=C(C1F)C(C)C)[C@@H](C(=O)O)N1C[C@@H](CC1)N(CCCCCC1=NC=2NCCCC2C=C1)C)OC